C(#N)C1=C2CCN(C2=CC=C1)C(=O)NC=1C=C2CN(C(C2=CC1)=O)C1C(NC(CC1)=O)=O 4-cyano-N-(2-(2,6-dioxopiperidin-3-yl)-1-oxoisoindolin-5-yl)indoline-1-carboxamide